3,5-di-tert-butyl-4-hydroxybenzoic acid isopropyl ester C(C)(C)OC(C1=CC(=C(C(=C1)C(C)(C)C)O)C(C)(C)C)=O